6,8-difluoro-7-(8-fluoro-3-hydroxynaphthalen-1-yl)-2-(((2R,7aS)-2-fluorotetrahydro-1H-pyrrolizin-7a(5H)-yl)methoxy)quinazolin-5-ol formate C(=O)OC=1C=2C=NC(=NC2C(=C(C1F)C1=CC(=CC2=CC=CC(=C12)F)O)F)OC[C@]12CCCN2C[C@@H](C1)F